BrC=1N=C(C=2N(C1C)C=CN2)OCCC=C 6-bromo-8-(but-3-en-1-yloxy)-5-methylimidazo[1,2-a]Pyrazine